8-(2,3-dichlorophenyl)-N-[(4S)-3,4-dihydro-2H-1-benzopyran-4-yl]-4-(dimethylamino)-7-methoxy-1,6-naphthyridine-3-carboxamide ClC1=C(C=CC=C1Cl)C=1C(=NC=C2C(=C(C=NC12)C(=O)N[C@H]1CCOC2=C1C=CC=C2)N(C)C)OC